C(=O)(OCC1C2=CC=CC=C2C2=CC=CC=C12)C(C(=O)O)(CCCC)N Fmoc-Aminohexanoic acid